COC1=CC(=C(C=C1)CC(=O)OCC(CC)Br)C (2-bromobutyl) 4-methoxy-2-methylphenylacetate